ClC1=C(C=CC=C1)C1=C(C=CC(=C1)N1CCOCC1)S(=O)(=O)N1CCC(CC1)(C(=O)N[C@H](C)\C=C/S(=O)(=O)C)F (R,Z)-1-((2'-chloro-5-morpholino-[1,1'-biphenyl]-2-yl)sulfonyl)-4-fluoro-N-(4-(methylsulfonyl)but-3-en-2-yl)piperidine-4-carboxamide